O[C@H](C(=O)N1C[C@@H]2[C@H](C1)CC(C2)NC2=C1C(=NC=C2C=2SC(=C(N2)C)C2(COCC2)O)NC=C1)C (2S)-2-hydroxy-1-((3aR,5R,6aS)-5-((5-(5-(3-hydroxytetrahydrofuran-3-yl)-4-methylthiazol-2-yl)-1H-pyrrolo[2,3-b]pyridin-4-yl)amino)hexahydrocyclopenta[c]pyrrol-2(1H)-yl)propan-1-one